The molecule is a phosphatidylcholine 36:2 in which the acyl groups specified at positions 1 and 2 are octadecanoyl and (2E,4E)-octadecadienoyl respectively. It has a role as a mouse metabolite. It derives from an octadecanoic acid. CCCCCCCCCCCCCCCCCC(=O)OC[C@H](COP(=O)([O-])OCC[N+](C)(C)C)OC(=O)/C=C/C=C/CCCCCCCCCCCCC